(2Z,6E,10E)-2-ethoxy-3,7,11,15-tetramethylhexadeca-2,6,10,14-tetraen C(C)O\C(\C)=C(/CC\C=C(\CC\C=C(\CCC=C(C)C)/C)/C)\C